3,7-dihydroxy-2-(4-hydroxyphenyl)-2,3-dihydrochromen-4-one OC1C(OC2=CC(=CC=C2C1=O)O)C1=CC=C(C=C1)O